C(C)OC(CNC(C(C)OC1=CC=C(C=C1)O)=O)=O 2-(4-hydroxyphenoxy)propionyl-glycine ethyl ester